tert-butyl [(1S,3R,5S)-3-{[(6-methoxy-3-nitropyridin-2-yl)oxy]methyl}-2-azabicyclo[3.1.0]hexane-2-carboxylate] COC1=CC=C(C(=N1)OC[C@@H]1N([C@H]2C[C@H]2C1)C(=O)OC(C)(C)C)[N+](=O)[O-]